Cl.C1(CCCC1)[C@@H](C)N (1R)-1-cyclopentylethanamine hydrochloride